2-(4-methylpiperazin-1-yl)-1-ethanol CN1CCN(CC1)CCO